1-benzyl-2-methyl-1,2,4-thiadiazolidine-3,5-dione C(C1=CC=CC=C1)S1N(C(NC1=O)=O)C